2-[1-[5-(2,6-dioxo-3-piperidyl)-3-fluoro-2-pyridyl]-4-piperidyl]acetic acid O=C1NC(CCC1C=1C=C(C(=NC1)N1CCC(CC1)CC(=O)O)F)=O